(R)-6-(2-((1-(((tert-butyldimethylsilyl)oxy)methyl)cyclopropyl)methoxy)-7-chloro-8-fluoropyrido[4,3-d]pyrimidin-4-yl)-1-oxa-6-azaspiro[3.5]nonane [Si](C)(C)(C(C)(C)C)OCC1(CC1)COC=1N=C(C2=C(N1)C(=C(N=C2)Cl)F)N2C[C@]1(CCO1)CCC2